4-(4-amino-6-(3-amino-2-fluorophenyl)-7,8-dihydro-6H-imidazo[2',3':5,1]pyrrolo[2,3-d]pyrimidin-5-yl)-2-fluorophenol NC=1C2=C(N=CN1)N1C(=C2C2=CC(=C(C=C2)O)F)N(CC1)C1=C(C(=CC=C1)N)F